(R)-7-((1-((4-amino-3-hydroxy-2-methylbutan-2-yl)sulfonyl)cyclopropyl)methyl)-N-(4-chlorobenzyl)-8-oxo-5,6,7,8-tetrahydroimidazo[1,5-a]pyrazine-3-carboxamide NC[C@H](C(C)(C)S(=O)(=O)C1(CC1)CN1C(C=2N(CC1)C(=NC2)C(=O)NCC2=CC=C(C=C2)Cl)=O)O